t-butyl-dimethyl-silane C(C)(C)(C)[SiH](C)C